CC1=C(C(=O)OC)C=C(C(=C1C)C)[N+](=O)[O-] methyl 2,3,4-trimethyl-5-nitrobenzoate